6-((1S,2R)-2-(5-Methyl-1,3,4-oxadiazol-2-yl)cyclobutyl)-4-oxo-1-((R)-1-(6-(trifluoromethyl)pyridin-3-yl)ethyl)-4,5-dihydro-1H-pyrazolo[3,4-d]pyrimidin-3-carbonitril CC1=NN=C(O1)[C@H]1[C@H](CC1)C=1NC(C2=C(N1)N(N=C2C#N)[C@H](C)C=2C=NC(=CC2)C(F)(F)F)=O